N-propyl-trimethoxysilyl-pyrrole C(CC)N1C(=CC=C1)[Si](OC)(OC)OC